[OH-].[Na+].ClC1(NC=C(C=N1)C(F)(F)F)CC(C(=O)O)O 2-chloro-5-(trifluoromethyl)pyrimidinelactic acid sodium hydroxide